ClC=1C=C2C(=C(NC2=CC1)C(=O)OCC(C)C)C=1N=NN(C1)CC1CCN(CC1)CCNS(=O)(=O)C1=CC2=CC=CC=C2C=C1 Isobutyl 5-chloro-3-(1-((1-(2-(naphthalen-2-sulfonamido)ethyl)piperidin-4-yl)methyl)-1H-1,2,3-triazol-4-yl)-1H-indol-2-carboxylat